(3S,4R)-3-ethyl-4-(3H-imidazo[1,2-a]pyrrolo[2,3-e]pyrazin-8-yl)-N-(2,2,2-trifluoroethyl)pyrrolidine-1-amide C(C)[C@@H]1CN(C[C@@H]1C1=CN=C2N1C1=C(N=C2)NC=C1)C(=O)NCC(F)(F)F